bis(4-t-butylphenyl-iodonium) perfluoromethanedisulfonate FC(S(=O)(=O)[O-])(S(=O)(=O)[O-])F.C(C)(C)(C)C1=CC=C(C=C1)[IH+].C(C)(C)(C)C1=CC=C(C=C1)[IH+]